COC(C1=CC(=C(C=C1)Cl)OC)=O 4-chloro-3-methoxybenzoic acid methyl ester